C(C)(C)C1=C(C=CC=C1)C1=NC=C2NC(N(C2=N1)CC1=CC=C(C=C1)C=1N=CN(C1)C)=O 2-(2-isopropylphenyl)-9-(4-(1-methyl-1H-imidazol-4-yl)benzyl)-7,9-dihydro-8H-purin-8-one